BrC(N1N=C2C(N(CCC2=C1C1=CC(=CC(=C1)F)F)C(=O)OC(C)(C)C)C)(F)F tert-butyl 2-(bromodifluoromethyl)-3-(3,5-difluorophenyl)-7-methyl-2,4,5,7-tetrahydro-6H-pyrazolo[3,4-c]pyridine-6-carboxylate